tert-butyl 4-[cyano(4-chlorophenyl)methylidene]piperidine-1-carboxylate C(#N)C(=C1CCN(CC1)C(=O)OC(C)(C)C)C1=CC=C(C=C1)Cl